N-(6-amino-5-methylpyridin-3-yl)-2-(5-methyl-2-(2-methylbenzo[d]thiazol-5-yl)piperidin-1-yl)-2-oxoacetamide NC1=C(C=C(C=N1)NC(C(=O)N1C(CCC(C1)C)C=1C=CC2=C(N=C(S2)C)C1)=O)C